ClC=1C2=CN(N=C2C(=C(C1)C1=CC=C(C=C1)N1CCN(CCC1)C(=O)OC(C)(C)C)Cl)[C@@H](C(NC=1SC=CN1)=O)C1=C2N(C=N1)C[C@@H](C2)F |&1:31| rac-tert-Butyl 4-(4-(4,7-dichloro-2-(1-((R)-6-fluoro-6,7-dihydro-5H-pyrrolo[1,2-c]imidazol-1-yl)-2-oxo-2-(thiazol-2-ylamino)ethyl)-2H-indazol-6-yl)phenyl)-1,4-diazepane-1-carboxylate